TMS(hexa(trimethylsilyl-ethynyl)benzene) [Si](C)(C)(C)C[Si](C)(C)C#CC1=C(C(=C(C(=C1C#C[Si](C)(C)C)C#C[Si](C)(C)C)C#C[Si](C)(C)C)C#C[Si](C)(C)C)C#C[Si](C)(C)C